5,6,7,8-tetrahydropyrrolo[2',3':6,7]cyclohepta[1,2-d]pyrimidine-9-carboxylic acid N1=CN=CC2=C1C1=C(CCC2)NC(=C1)C(=O)O